CC12C(C(C(CC1)C2)(C)C)OC(C=CC2=CC=CC=C2)=O 1,3,3-Trimethylbicyclo[2.2.1]heptan-2-ylcinnamat